N1(N=CC=C1)C1=C(C=CC=N1)C(F)(F)F 6-(1H-pyrazol-1-yl)-5-(trifluoromethyl)pyridin